2-(2-fluorophenyl)-N-methoxy-N-methyl-oxazole-4-carboxamide FC1=C(C=CC=C1)C=1OC=C(N1)C(=O)N(C)OC